ClC1=CC(=C(C=C1)C(C=CC1=CC=C(C=C1)C)=O)O 1-(4-Chloro-2-hydroxyphenyl)-3-(4-methylphenyl)prop-2-en-1-one